FC(=C1CCN(CC1)C1=C(C(=O)Cl)C=CC(=C1)[N+](=O)[O-])F 2-(4-(difluoromethylene)piperidin-1-yl)-4-nitrobenzoyl chloride